CC(CCN1C[C@@H]2C([C@@H]2C1)NC=1N=NC(=CC1)C=1C=C2C=C(NC2=CC1)C)(C)C (1r,5s,6s)-3-(3,3-dimethylbutyl)-N-[6-(2-methylindol-5-yl)pyridazin-3-yl]-3-azabicyclo[3.1.0]hexane-6-amine